O1N=NC=N1 1,2,3,5-oxatriazole